[BH4-].[Li+].ClC=1C=C2C(=CN=C(C2=CN1)OC1CC1)C(C)(C)NCCO 2-((2-(6-Chloro-1-cyclopropoxy-2,7-naphthyridin-4-yl)propan-2-yl)amino)ethan-1-ol Lithium borohydride